FC1(CCN(CC1)C(=O)OC(C)(C)C)C(N(C)OC)=O tert-butyl 4-fluoro-4-[methoxy(methyl)carbamoyl]piperidine-1-carboxylate